(R)-6-(1-acetylpiperidin-4-yl)-2-methyl-4-((1-(2-methyl-3-(trifluoromethyl)phenyl)ethyl)amino)-2,6-dihydropyrido[3,4-d]pyridazine-1,7-dione C(C)(=O)N1CCC(CC1)N1C=C2C(=NN(C(C2=CC1=O)=O)C)N[C@H](C)C1=C(C(=CC=C1)C(F)(F)F)C